5-Bromo-4-methyl-1-((2-(trimethylsilyl)ethoxy)methyl)-1,3-dihydro-2H-pyrrolo[2,3-b]pyridin-2-one BrC=1C(=C2C(=NC1)N(C(C2)=O)COCC[Si](C)(C)C)C